3-(dimethyl-ethoxysilyl)n-propane C[Si](CCC)(OCC)C